[Na+].FC1=CC=C(C=C1)C1=C(N(C2=CC=CC=C12)C(C)C)C=CC(CC(CC(=O)[O-])O)O (±)-7-(3-(4-fluorophenyl)-1-(1-methyl-ethyl)-1H-indol-2-yl)-3,5-dihydroxy-6-heptenoic acid monosodium salt